C(C)C1=NC(=CC(=C1)C1=CC=CC=C1)C=1C=C(C=CC1)C 2-ethyl-4-phenyl-6-(m-tolyl)pyridine